Cl.Cl.N1C(=NC2=C1C=CC=C2)CC2=NC1=C(N2)C=CC(=C1)C(N)=N 2-((1H-benzo[d]imidazol-2-yl)methyl)-1H-benzo[d]imidazole-5-carboximidamide, dihydrochloride salt